copper-lithium oxide [O-2].[Li+].[Cu+2]